COCC(CC(C(=O)OC(C)(C)C)C)=O tert-butyl 5-methoxy-2-methyl-4-oxo-pentanoate